Cl.Cl.ClC1=C(C=CC=2N1C=CN2)C=2C=C1CCC3(CCNCC3)OC1=CC2 6-(5-Chloroimidazo[1,2-a]pyridin-6-yl)spiro[chromane-2,4'-piperidine] 2HCl